[N+](#[C-])C1=C(C=CC=C1)C1=CC=C(C=C1)OC1=CC=CC=C1 2-isocyano-4'-phenoxy-1,1'-biphenyl